CC1=C(C(=CC=C1)C)N(C(COC)=O)C1C(OCC1)=O N-(2,6-dimethyl-phenyl)-2-methoxy-N-(tetrahydro-2-oxo-3-furanyl)-acetamide